3-chloro-4-isopropenyl-5-(4,4,5,5-tetramethyl-1,3,2-dioxaborolan-2-yl)aniline ClC=1C=C(N)C=C(C1C(=C)C)B1OC(C(O1)(C)C)(C)C